C1(OC(C(C)(C(=O)O)O1)C)=O methyl-2-carboxy-propylene carbonate